tert-butylimino-tri(pyrrolidino)phosphorane C(C)(C)(C)N=P(N1CCCC1)(N1CCCC1)N1CCCC1